COC1=CC=C(C=C1)C1=NC(=NC(=N1)C1=CC=C(C=C1)OC)C1=CC=C(C=O)C=C1 4-(4,6-bis(4-methoxyphenyl)-1,3,5-triazin-2-yl)benzaldehyde